OC(C(CC(CC(O)C)C)C)(C)C 6-hydroxy-1,3,5,6-tetramethylheptanol